O=C1NC(CCC1N1C(C2=CC=CC(=C2C1=O)C1CCC(CC1)C(=O)OCC)=O)=O ethyl 4-[2-(2,6-dioxopiperidin-3-yl)-1,3-dioxo-2,3-dihydro-1H-isoindol-4-yl]cyclohexane-1-carboxylate